COC1=CC=C(C=C1)N(C(NCC1CCC(CC1)COCC(=O)O)=O)C1=CC=CC=C1 2-(((1r,4r)-4-((3-(4-methoxyphenyl)-3-phenylureido)methyl)cyclohexyl)methoxy)acetic acid